[Ag].C(C)(=O)N[C@@H](CS)C(=O)O N-acetyl-L-cysteine silver